The molecule is an omega-hydroxy fatty acid anion that is the conjugate base of 18-hydroxylinoleic acid, obtained by deprotonation of the carboxy group; major species at pH 7.3. It is an omega-hydroxy fatty acid anion, a long-chain fatty acid anion and a polyunsaturated fatty acid anion. It is a conjugate base of a 18-hydroxylinoleic acid. C(CCC/C=C\\C/C=C\\CCCCCO)CCCC(=O)[O-]